N'-dihydroxyethylpiperazine OC(CN1CCNCC1)O